Methyl (S)-2-(((tert-butoxycarbonyl) amino) methyl)-1-((oxetan-2-yl) methyl)-1H-benzo[d]imidazole-6-carboxylate C(C)(C)(C)OC(=O)NCC1=NC2=C(N1C[C@H]1OCC1)C=C(C=C2)C(=O)OC